N-(4-(4-methylthiazol-5-yl)benzyl)pyrrolidine-2-carboxamide CC=1N=CSC1C1=CC=C(CNC(=O)C2NCCC2)C=C1